ClC1=CC=C(C=C1)NC(=N)NC(C)C 1-(4-chlorophenyl)-3-(1-methylethyl)guanidine